[N+3].CC1([NH2+]C(CCC1)(C)C)C 2,2,6,6-tetramethylpiperidinium nitrogen